C(C)(C)(C)OC(=O)N1CC(C1)OS(=O)(=O)C1=CC=C(C)C=C1.OC=1C(=C(C=CC1)O)O tri-hydroxybenzene tert-Butyl-3-(tosyloxy)azetidine-1-carboxylate